C1=CC=C(C(=C1)C=O)O hydroxybenzaldehyde